OCC1CC2C(CC(CC2CC1)O)C1=C(C=C(C=C1)C(C)(CCCCCC)C)O 6-(Hydroxymethyl)-4-[2-hydroxy-4-(2-methyl-2-octanyl)phenyl]decahydro-2-naphthalenol